C(C)(=O)C=1C(=NC(=NC1)NC=1C=NC(=CC1)OC)OC=1C=C(C=CC1)NC(C=C)=O N-{3-[5-Acetyl-2-(6-methoxy-pyridin-3-ylamino)-pyrimidin-4-yloxy]-phenyl}-acrylamide